C(C)OC(=O)C=1C(=NOC1C1CC1)C1=C(C=CC=C1C)C 5-cyclopropyl-3-(2,6-dimethylphenyl)-1,2-oxazole-4-carboxylic acid ethyl ester